ClC1=CC=C(C=C1)C1=N[C@H](C=2N(C3=C1C(=C(S3)C)C)C(=NN2)C)CC(=O)NC2CCN(CC2)CCCCNC(\C=C\C=2C=NC=CC2)=O (6S)-4-(4-chlorophenyl)-N-[1-[[[(2E)-3-(3-pyridinyl)-1-oxo-2-propen-1-yl]amino]butyl]piperidin-4-yl]-2,3,9-trimethyl-6H-thieno[3,2-f][1,2,4]triazolo[4,3-a][1,4]diazepine-6-acetamide